IC(C(=O)NC(CO)(CO)CO)(C)C 2-iodo-2-methyl-N-(1,1-bis(hydroxymethyl)-2-hydroxyethyl)propionamide